N-cyclopropylpropanamide C1(CC1)NC(CC)=O